NC1=NC=CC(=C1Cl)SC=1C=2N(C(=NC1)N1CCC3(CC1)[C@@H](C1=CC=C(C=C1C3)C#C)N[S@](=O)C(C)(C)C)C=CN2 (R)-N-((S)-1'-(8-((2-amino-3-chloropyridin-4-yl)thio)imidazo[1,2-c]pyrimidin-5-yl)-5-ethynyl-1,3-dihydrospiro[indene-2,4'-piperidin]-1-yl)-2-methylpropane-2-sulfinamide